2-(1-Azidoethyl)-5-bromopyrimidine N(=[N+]=[N-])C(C)C1=NC=C(C=N1)Br